N-(1-cyanocyclopropyl)-4-methoxy-2-methylquinazoline-6-sulfonamide C(#N)C1(CC1)NS(=O)(=O)C=1C=C2C(=NC(=NC2=CC1)C)OC